6-Chloro-3-[[(1R)-1-[3,6-dimethyl-2-(1-methylpyrazol-4-yl)-4-oxo-chromen-8-yl]ethyl]amino]pyridine-2-sulfonamide ClC1=CC=C(C(=N1)S(=O)(=O)N)N[C@H](C)C=1C=C(C=C2C(C(=C(OC12)C=1C=NN(C1)C)C)=O)C